CN(C)[Hf](N(C)C)N(C)C tri(dimethylamino)hafnium